6-benzyl-2-chloro-6-methyl-7,8-dihydroquinolin-5(6H)-one C(C1=CC=CC=C1)C1(C(C=2C=CC(=NC2CC1)Cl)=O)C